N7-benzyl-6-methoxy-N1-(4-methylsulfonylphenyl)isoquinoline-1,7-diamine C(C1=CC=CC=C1)NC1=C(C=C2C=CN=C(C2=C1)NC1=CC=C(C=C1)S(=O)(=O)C)OC